diethyl-[rac-(3R)-3-[4-(5-fluoro-6-hydroxy-3-pyridyl)phenyl]-3-[[rac-(7S)-7-tert-butyl-5,6,7,8-tetrahydrothiazolo[5,4-b]quinoline-2-carbonyl]amino]propyl]ammonium C(C)[NH+](CC[C@@H](NC(=O)C=1SC2=NC=3CC[C@@H](CC3C=C2N1)C(C)(C)C)C1=CC=C(C=C1)C=1C=NC(=C(C1)F)O)CC |r|